FC=1C=2N(C=C(C1)NC(=O)C=1C=CC(=C3C=NC(=NC13)OC)N1CC3CCC(C1)N3C(=O)OC(C)(C)C)C=C(N2)C tert-butyl 3-[8-({8-fluoro-2-methylimidazo[1,2-a]pyridin-6-yl}carbamoyl)-2-methoxyquinazolin-5-yl]-3,8-diazabicyclo[3.2.1]octane-8-carboxylate